5-[(2,2-dimethylpropionylamino)methyl]-2-(trifluoromethyl)benzoic acid CC(C(=O)NCC=1C=CC(=C(C(=O)O)C1)C(F)(F)F)(C)C